N-[(6-Amino-2-pyridyl)sulfonyl]-5-(3-isopropoxyphenyl)-2-(2,2,4-trimethylpyrrolidin-1-yl)pyridin-3-carboxamid NC1=CC=CC(=N1)S(=O)(=O)NC(=O)C=1C(=NC=C(C1)C1=CC(=CC=C1)OC(C)C)N1C(CC(C1)C)(C)C